CC1CNCCC1CN1C[C@@H]2CNC3=NN=C(C=C3N2CC1)C1=C(C=CC=C1)O 2-[(10S)-12-[(3-methylpiperidin-4-yl)methyl]-1,5,6,8,12-pentazatricyclo[8.4.0.02,7]tetradeca-2,4,6-trien-4-yl]phenol